{2-[4-amino-7-(1H-pyrazol-3-yl)-2H-pyrazolo[3,4-c]quinolin-2-yl]ethyl}-5-chloro-2,3-dihydro-1H-isoindol-1-one NC1=NC=2C=C(C=CC2C=2C1=NN(C2)CCN2C(C1=CC=C(C=C1C2)Cl)=O)C2=NNC=C2